C(C)(=O)N1CCC(=CC1)C1=CC=C2C(=NC=NN21)N 7-(1-acetyl-1,2,3,6-tetrahydropyridin-4-yl)pyrrolo[2,1-f][1,2,4]Triazin-4-amine